Cl.IC=1C=C(C=C(C1OCC(C)N)I)C1=CC=CC=C1 1-((3,5-Diiodo-[1,1'-biphenyl]-4-yl)oxy)propan-2-amine hydrochloride